6-methylpyrido[2,3-d]pyrimidine-2,4-diol CC1=CC2=C(N=C(N=C2O)O)N=C1